3-isopropyl-5-(4-(2-(4-(methylsulfonyl)phenyl)imidazo[2,1-b][1,3,4]thiadiazol-6-yl)piperidin-1-yl)-1,2,4-oxadiazole C(C)(C)C1=NOC(=N1)N1CCC(CC1)C=1N=C2SC(=NN2C1)C1=CC=C(C=C1)S(=O)(=O)C